C(C1=CC=CC=C1)OC(=O)C1C2C3C4C=CC(C3C(C1)C2)C4 8-benzyloxycarbonyl-tetracyclo[4.4.0.12,5.17,10]-3-dodecene